N6-benzoyl-3'-O-methylthiomethyl-5'-O-trityl-2'-deoxyadenosine C(C1=CC=CC=C1)(=O)NC=1C=2N=CN([C@H]3C[C@H](OCSC)[C@@H](COC(C4=CC=CC=C4)(C4=CC=CC=C4)C4=CC=CC=C4)O3)C2N=CN1